1-{3-[2-(2-amino-ethoxy)-ethoxy]-propionyl}pseudouridine NCCOCCOCCC(=O)N1C=C([C@H]2[C@H](O)[C@H](O)[C@@H](CO)O2)C(NC1=O)=O